ClC1=C(C=CC=C1)CS(=O)(=O)NC1=CC2=C(N=C(S2)S(=O)(=O)CCC)C=C1 1-(2-chlorophenyl)-N-(2-(propylsulfonyl)benzo[d]thiazol-6-yl)methanesulfonamide